(±)-exo-tert-butyl 3-(1-(5,6-anti-dihydroxybicyclo[2.2.2]octane-2-carbonyl)piperidin-4-yl)benzylcarbamate OC1C2CC(C(C1O)CC2)C(=O)N2CCC(CC2)C=2C=C(CNC(OC(C)(C)C)=O)C=CC2